C(C1=CC=CC=C1)NP(OCC)(=O)CC=1N=C2N(C=CC(=C2)C2=NOC(=N2)C(F)(F)F)C1 ethyl N-benzyl-P-((7-(5-(trifluoromethyl)-1,2,4-oxadiazol-3-yl)imidazo[1,2-a]pyridin-2-yl)methyl)phosphonamidate